1,3,5-tris-(2-hydroxyethyl)-1,3,5-hexahydrotriazine C1N(CN(CN1CCO)CCO)CCO